trifluoroacetic acid ethyl ester C(C)OC(C(F)(F)F)=O